1-((1R,5S)-3-(6-chloro-8-cyclopropoxy-7-(5-methyl-1H-indazol-4-yl)-2-(((S)-1-methylpyrrolidin-2-yl)methoxy)quinazolin-4-yl)-3,8-diazabicyclo[3.2.1]Octane-8-yl)prop-2-en-1-one ClC=1C=C2C(=NC(=NC2=C(C1C1=C2C=NNC2=CC=C1C)OC1CC1)OC[C@H]1N(CCC1)C)N1C[C@H]2CC[C@@H](C1)N2C(C=C)=O